6-Bromo-4-methyl-3,4-dihydro-2H-isoquinolin-1-one BrC=1C=C2C(CNC(C2=CC1)=O)C